1,7-dimethyl-4-(1-(4-(trifluoromethoxy)benzoyl)piperidin-4-yl)-1,4-dihydropyrido[2,3-b]pyrazine-2,3-dione CN1C2=C(N(C(C1=O)=O)C1CCN(CC1)C(C1=CC=C(C=C1)OC(F)(F)F)=O)N=CC(=C2)C